N-(3,3'',5,5''-tetra-t-butyl-1,1':3',1''-terphenyl-5'-yl)-N-phenyl-9,9-dimethyl-9H-fluoren-2-amine C(C)(C)(C)C=1C=C(C=C(C1)C(C)(C)C)C1=CC(=CC(=C1)N(C1=CC=2C(C3=CC=CC=C3C2C=C1)(C)C)C1=CC=CC=C1)C1=CC(=CC(=C1)C(C)(C)C)C(C)(C)C